6-Bromo-N-(1,2,2,6,6-pentamethylpiperidin-4-yl)-2-{4-[4-(pyridin-3-ylcarbonyl)piperazin-1-yl]phenyl}-3H-imidazo[4,5-b]pyridin-7-amine BrC=1C(=C2C(=NC1)NC(=N2)C2=CC=C(C=C2)N2CCN(CC2)C(=O)C=2C=NC=CC2)NC2CC(N(C(C2)(C)C)C)(C)C